2-(4-(piperazin-1-yl)piperidin-1-yl)ethan-1-ol hydrochloride Cl.N1(CCNCC1)C1CCN(CC1)CCO